O[C@H]1[C@@H](O[C@@H]([C@H]1O)CO)N1C(N=C(C=C1)NC([C@H](C)O)=O)=O (S)-N-(1-((2R,3R,4S,5R)-3,4-dihydroxy-5-(hydroxymethyl)tetrahydrofuran-2-yl)-2-oxo-1,2-dihydropyrimidin-4-yl)-2-hydroxypropionamide